BrC1=CC(=C(C=C1)C1=NN2C(N=C(C=C2C2=CC=CC=C2)C(=O)O[Li])=C1)F Lithio 2-(4-bromo-2-fluorophenyl)-7-phenylpyrazolo[1,5-a]pyrimidine-5-carboxylate